OC1(CCN(CC1)C(=O)OC(C)(C)C)C1=CC=2N=NC(=CC2N1C)C1=C(C=CC=C1)O tert-butyl 4-hydroxy-4-[3-(2-hydroxyphenyl)-5-methylpyrrolo[3,2-c]pyridazin-6-yl]piperidine-1-carboxylate